methyl N-[4-[6-[2-(4-fluoro-3-methoxy-phenyl)-1,2,4-triazol-3-yl]imidazo[1,2-a]pyridin-3-yl]phenyl]carbamate FC1=C(C=C(C=C1)N1N=CN=C1C=1C=CC=2N(C1)C(=CN2)C2=CC=C(C=C2)NC(OC)=O)OC